2-[(2,4-dichlorophenyl)methyl-amino]-5-isopropyl-4H-[1,2,4]-triazolo[1,5-a]pyrimidin-7-one ClC1=C(C=CC(=C1)Cl)CNC1=NN2C(NC(=CC2=O)C(C)C)=N1